OB1OC(C2=C1C=CC=C2)C(=O)N[C@H](C(=O)NCCC(=O)O)CNC(=O)C2C1=C(B(O2)O)C=CC=C1 3-((2S)-2,3-bis(1-hydroxy-1,3-dihydrobenzo[c][1,2]oxaborole-3-carboxamido)propanamido)propanoic acid